octyl-2-(ethoxycarbonyl)ethyl-antimony C(CCCCCCC)[Sb]CCC(=O)OCC